ClC=1C=C(C=CC1)N1C(N([C@H](C1)C#N)C1=CN=CC2=CC=C(C=C12)C#N)=O (R)-4-(3-(3-chlorophenyl)-5-cyano-2-oxoimidazolin-1-yl)isoquinoline-6-carbonitrile